ClC1=C(C=C(C(=C1)F)F)C(=O)N1CC2CCC(C1)N2 (2-Chloro-4,5-difluoro-phenyl)-(3,8-diazabicyclo[3.2.1]octane-3-yl)methanone